BrC1=C(C=CC=C1)N1N=C(C=C1C1=CC=C2C=NN(C2=C1)CC)CO [1-(2-Bromophenyl)-5-(1-ethyl-1H-indazol-6-yl)-1H-pyrazol-3-yl]methanol